6-(4-ethoxyphenyl)-N-((5-fluoro-2-methoxypyridin-4-yl)methoxy)pyrazine-2-carboxamide C(C)OC1=CC=C(C=C1)C1=CN=CC(=N1)C(=O)NOCC1=CC(=NC=C1F)OC